N1(N=CN=C1)C=1C=C(C=C(C(=O)O)C1)C(=O)O 5-(1H-1,2,4-triazol-1-yl)isophthalic acid